(E)-tert-butyl 3-(2-(benzyloxy)-5-((tert-butyldimethylsilyl)oxy)phenyl)acrylate C(C1=CC=CC=C1)OC1=C(C=C(C=C1)O[Si](C)(C)C(C)(C)C)/C=C/C(=O)OC(C)(C)C